N-(pyridin-4-yl)thiazole-2-carboxamide N1=CC=C(C=C1)NC(=O)C=1SC=CN1